NC1=NC(=CC(=N1)C1=CCC2(CC(NC2)C(=O)O)CC1)O[C@@H](C(F)(F)F)C1=CC=C(C=C1)C1=CC(=CC=C1)OC 8-(2-amino-6-((R)-2,2,2-trifluoro-1-(3'-methoxy-[1,1'-biphenyl]-4-yl)ethoxy)pyrimidin-4-yl)-2-azaspiro[4.5]dec-7-ene-3-carboxylic acid